ClC1=C(C(=CC=C1)Cl)NC(=O)C=1C(=NC(=NC1)NC1=CC(=C(C=C1)OCCCN(C)C)C)OC N-(2,6-dichlorophenyl)-2-((4-(3-(dimethylamino)propoxy)-3-methylphenyl)amino)-4-methoxypyrimidine-5-carboxamide